N1(CCNCC1)C1=CC=C(C=C1)[C@@H]1CN(CCO1)C(=O)OC(C)(C)C tert-butyl (2R)-2-(4-piperazin-1-ylphenyl)morpholine-4-carboxylate